CCCCCCCC(=O)SCCNC(=O)CCNC(=O)[C@@H](C(C)(C)COP(=O)(O)OP(=O)(O)OC[C@@H]1[C@H]([C@H]([C@@H](O1)N2C=NC3=C(N=CN=C32)N)O)OP(=O)(O)O)O The molecule is a medium-chain fatty acyl-CoA that results from the formal condensation of the thiol group of coenzyme A with the carboxy group of octanoic acid. It has a role as an Escherichia coli metabolite and a mouse metabolite. It derives from an octanoic acid. It is a conjugate acid of an octanoyl-CoA(4-).